3-bromo-N-(4-chloro-2-methyl-6-(methylcarbamoyl)phenyl)-1-(2-chloro-4-cyanophenyl)-1H-pyrazole-5-carboxamide BrC1=NN(C(=C1)C(=O)NC1=C(C=C(C=C1C(NC)=O)Cl)C)C1=C(C=C(C=C1)C#N)Cl